(E)-N'-(2-(dimethylamino)benzylidene)-6-(4-methoxyphenyl)pyrazine-2-carbohydrazide CN(C1=C(\C=N\NC(=O)C2=NC(=CN=C2)C2=CC=C(C=C2)OC)C=CC=C1)C